2'-Chloro-N-(5-(5-cyano-6-(trifluoromethyl)picolinoyl)-5,6-dihydro-4H-pyrrolo[3,4-d]thiazol-2-yl)-5'-methoxy-6-methyl-[4,4'-bipyridine]-3-carboxamide ClC1=NC=C(C(=C1)C1=C(C=NC(=C1)C)C(=O)NC=1SC2=C(N1)CN(C2)C(C2=NC(=C(C=C2)C#N)C(F)(F)F)=O)OC